C1(CC1)OC1CN(C1)C1CCC(CC1)[C@@H](C)N1C(=C(C=2C1=NC=C(C2)F)C(=O)OCC)C ethyl 1-[(1R)-1-[4-[3-(cyclopropoxy)azetidin-1-yl]cyclohexyl]ethyl]-5-fluoro-2-methyl-pyrrolo[2,3-b]pyridine-3-carboxylate